C1(=CC=CC=C1)P(=S)(SC1=CC=CC=C1)C1=CC=CC=C1 Phenyl diphenylphosphinodithioate